ClC1=NC=C2C(=N1)N(C(N(C2)C2=C(C=CC=C2C)F)=O)[C@@H]2CC[C@H](CC2)N(C(OC(C)(C)C)=O)C Trans-tert-butyl N-[4-[7-chloro-3-(2-fluoro-6-methyl-phenyl)-2-oxo-4H-pyrimido[4,5-d]pyrimidin-1-yl]cyclohexyl]-N-methyl-carbamate